C(CCCCC(=O)OC1CC2C(CC1)O2)(=O)OC2CC1C(CC2)O1 bis-(3,4-epoxycyclohexyl) adipate